(4-bromo-5-fluoro-2-((2-methoxyethoxy)methoxy)phenyl)methanol BrC1=CC(=C(C=C1F)CO)OCOCCOC